CC1=C(C(=CC(=C1)C)C)[NH+]1CN(CC1)C1=C(C=C(C=C1C)C)C 1,3-bis-(2,4,6-trimethylphenyl)imidazolinium